cyclopropanecarboxamide formate C(=O)O.C1(CC1)C(=O)N